(S)-2-(3-Cyclopropyl-1-methyl-4-oxo-1,4-dihydro-5H-pyrazolo[3,4-d]pyridazin-5-yl)-N-(1-(p-tolyl)ethyl)acetamid C1(CC1)C1=NN(C=2C=NN(C(C21)=O)CC(=O)N[C@@H](C)C2=CC=C(C=C2)C)C